4-methyl-1H-pyrazol-5-carboxylic acid CC=1C=NNC1C(=O)O